ClC1=CC=C(C=C1)NC(=O)C=1C2=C(SC1C1N(CCCC1C(=O)N)S(=O)(=O)C)CCC2 [3-[(4-chlorophenyl)carbamoyl]-5,6-dihydro-4H-cyclopenta[b]thiophen-2-yl]-1-methylsulfonyl-piperidine-3-carboxamide